2-benzylimidazole C(C1=CC=CC=C1)C=1NC=CN1